BrC=1C2=C(C=C3C=CC(=NC13)NC1CCN(CC1)C)C=C(O2)C(=O)N 9-bromo-7-[(1-methylpiperidin-4-yl)amino]furo[3,2-g]quinoline-2-carboxamide